[OH-].C(C)N1CN(C(=C1)CCC)CCCC 1-ethyl-3-butyl-4-propylimidazole hydroxid